FC(C1=CC=C(C(=O)NC2=CC=C(C=C2)C2=C3C=CCC(C3=CC=C2)O)C=C1)(F)F 5-[4-[4-(Trifluoromethyl)benzoyl]aminophenyl]-1H-naphthol